tert-Butyl 4-(5-((6-(3,5-dichlorophenyl)-4-(hydroxymethyl)-3-methylpyridin-2-yl)oxy)pyrazin-2-yl)piperazine-1-carboxylate ClC=1C=C(C=C(C1)Cl)C1=CC(=C(C(=N1)OC=1N=CC(=NC1)N1CCN(CC1)C(=O)OC(C)(C)C)C)CO